OCC1=CC=2N(C=C1)C(=CN2)C(=O)OCC ethyl 7-(hydroxymethyl)imidazo[1,2-a]pyridine-3-carboxylate